2-Methoxy-6-phenyl-5-(phenylselanyl)-3,4-dihydro-1,2-oxaphosphinine 2-oxide COP1(OC(=C(CC1)[Se]C1=CC=CC=C1)C1=CC=CC=C1)=O